3-bromo-9,9-dimethyl-10-phenylacridine BrC=1C=CC=2C(C3=CC=CC=C3N(C2C1)C1=CC=CC=C1)(C)C